phospho-tungsten P(=O)(=O)[W]